C#CC#CC=C 5-hexenediyne